CON=CC1=C(C(=CC=C1F)F)Br 2-bromo-3,6-difluorobenzaldehyde O-methyl oxime